tert-butyl (S)-7-(1,4-dioxo-1,4-dihydrofuro[3,4-c]pyridin-5(3H)-yl)-5-oxa-2-azaspiro[3.4]octane-2-carboxylate O=C1OCC=2C(N(C=CC21)[C@@H]2COC1(CN(C1)C(=O)OC(C)(C)C)C2)=O